O=C1NC(CCC1N1C(C2=CC=CC(=C2C1=O)N[C@@H](C)C1=CC=C(C=C1)F)=O)=O 2-(2,6-dioxopiperidin-3-yl)-4-(((S)-1-(4-fluorophenyl)ethyl)amino)isoindoline-1,3-dione